4-oxa-7-azaspiro[2.5]octan-8-one C1CC12OCCNC2=O